C(C1=CC=CC=C1)OC1=NC(=CC=C1C1=NN(C2=C(C=CC=C12)N1CCC(CC1)CN1[C@@H]2CN([C@H](C1)C2)C(=O)OC(C)(C)C)C)OCC2=CC=CC=C2 tert-butyl (1S,4S)-5-((1-(3-(2,6-bis(benzyloxy)pyridin-3-yl)-1-methyl-1H-indazol-7-yl)piperidin-4-yl)methyl)-2,5-diazabicyclo[2.2.1]heptane-2-carboxylate